(R)-2-(4,4-difluoroazepan-1-yl)-6-methyl-N-(3-(S-methylsulfonimidoyl)phenyl)-5-(trifluoromethyl)nicotinamide FC1(CCN(CCC1)C1=C(C(=O)NC2=CC(=CC=C2)[S@@](=O)(=N)C)C=C(C(=N1)C)C(F)(F)F)F